BrC=1C(=C(C=CC1)C1=NC2=C(N1)C(=CC(=C2)CCl)C#N)C 2-(3-bromo-2-methylphenyl)-5-(chloromethyl)-1H-benzo[d]imidazole-7-carbonitrile